C(C)OC(=O)C=1N(C(=CC1C)C)C.C(C)(=O)N1CC2(C1)C(CCC2)CC(=O)N2[C@@H](C[C@H](C2)F)C(=O)N[C@H](C2=CC=C(C=C2)C(C)C)C2=CC=CC=C2 (2S,4R)-1-(2-{2-acetyl-2-azaspiro[3.4]octan-5-yl}acetyl)-4-fluoro-N-[(S)-phenyl[4-(propan-2-yl)phenyl]methyl]pyrrolidine-2-carboxamide ethyl-1,3,5-trimethyl-1H-pyrrole-2-carboxylate